mercaptobutanoate SC(C(=O)[O-])CC